N1(CCN(CC1)CCC(=O)OCCO)CCC(=O)OCCO bis(2-hydroxyethyl) 3,3'-(piperazine-1,4-diyl)dipropionate